COC1=NN(C=2C=C(C3=C(C12)C=CC=C3)O)C3=CC=CC=C3 1-methoxy-3-phenyl-3H-benzo[e]indazol-5-ol